(E)-4-(3,5-dimethoxyphenyl)-2,4,7-trimethylocta-2,6-dienal COC=1C=C(C=C(C1)OC)C(/C=C(/C=O)\C)(CC=C(C)C)C